BrC1=CC(=CC(=C1)OC)N=C=O 1-bromo-3-isocyanato-5-methoxybenzene